N-(1-(3-amino-4-fluorophenyl)-3-cyclopropylmethylene)-2-methylpropane-2-sulfinamide NC=1C=C(C=CC1F)C1CC1C=NS(=O)C(C)(C)C